4-(Dimethoxymethyl)-1-(2-fluoro-4-(6'-methoxy-3',4'-dihydro-1'H-spiro[cyclopentane-1,2'-naphthalene]-1'-yl)phenyl)piperidine COC(C1CCN(CC1)C1=C(C=C(C=C1)C1C2(CCC3=CC(=CC=C13)OC)CCCC2)F)OC